C(C)(C)(C)OC(=O)N1CCC(CC1)C1=C(C=CC=C1)COS(=O)(=O)C 4-(2-Methanesulfonyloxymethylphenyl)piperidine-1-carboxylic acid t-butyl ester